C1(CC1)C=1CN(ON1)[C@H](C(=O)NC1=NC=CC(=C1)C(COC)N1C(N[C@@H](C1)C(F)(F)F)=O)C1CCC(CC1)C 4-Cyclopropyl-N-((1S)-2-((4-(2-methoxy-1-((S)-2-oxo-4-(trifluoromethyl)imidazolidin-1-yl)ethyl)pyridin-2-yl)amino)-1-((1r,4S)-4-methylcyclohexyl)-2-oxoethyl)-1,2,5-oxadiazole